C(#N)C=1C=NN2C1C(=CC(=C2)OC[C@@H](CC)O)C=2C=CC(=NC2)N2CCN(CC2)C(=O)OC(C)(C)C tert-butyl (R)-4-(5-(3-cyano-6-(2-hydroxybutoxy)pyrazolo[1,5-a]pyridin-4-yl)pyridin-2-yl)piperazine-1-carboxylate